C1(=CC=CC=C1)C1=C(C(=NC=C1)C1CCOCC1)C1=NC2=C(N1)COCC2 2-(4-phenyl-2-(tetrahydro-2H-pyran-4-yl)pyridin-3-yl)-3,4,6,7-tetrahydropyrano[3,4-d]imidazole